1,3,5-tri(4-tert-butyl-3-hydroxy-2,6-dimethylphenyl)-1,3,5-triazine-2,4,6(1H,3H,5H)-trione C(C)(C)(C)C1=C(C(=C(C(=C1)C)N1C(N(C(N(C1=O)C1=C(C(=C(C=C1C)C(C)(C)C)O)C)=O)C1=C(C(=C(C=C1C)C(C)(C)C)O)C)=O)C)O